methyl 3-(trifluoromethyl)-5-(trifluoromethyl-sulfonyl)benzoate FC(C=1C=C(C(=O)OC)C=C(C1)S(=O)(=O)C(F)(F)F)(F)F